[4-(2-benzyloxy-4-bromo-5-fluoro-phenyl)tetrahydropyran-4-yl]methyl acetate C(C)(=O)OCC1(CCOCC1)C1=C(C=C(C(=C1)F)Br)OCC1=CC=CC=C1